3-(10H-phenoxazin-10-yl)-propane-1-sulfonyl chloride C1=CC=CC=2OC3=CC=CC=C3N(C12)CCCS(=O)(=O)Cl